ClC=1C(=C2N=CN=C3C2=C(O[C@H]([C@@H]2[C@@H]4CC[C@H](CN32)N4C(=O)OC(C)(C)C)C)N1)F tert-butyl (5S,5aS,6S,9R)-2-chloro-1-fluoro-5-methyl-5a,6,7,8,9,10-hexahydro-5H-4-oxa-3,10a,11,13,14-pentaaza-6,9-methanonaphtho[1,8-ab]heptalene-14-carboxylate